FC1=C(C(=O)OC)C=C(C(=C1)NC(N[C@@H](C)C=1N(N=CN1)C1=NC=CC=N1)=O)C methyl 2-fluoro-5-methyl-4-[[(1S)-1-(2-pyrimidin-2-yl-1,2,4-triazol-3-yl)ethyl]carbamoylamino]benzoate